ClC1=NC(=C2C(=N1)N(N=C2)[C@H]2[C@@H]([C@@H]([C@@H](O2)CS(=O)(=O)CP(O)(O)=O)O)O)NC2CCC2 (((((2R,3S,4R,5R)-5-(6-chloro-4-(cyclobutylamino)-1H-pyrazolo[3,4-d]pyrimidin-1-yl)-3,4-dihydroxytetrahydrofuran-2-yl)methyl)sulfonyl)methyl)phosphonic acid